(R)-N-((R)-1-(3,6-dimethyl-4-oxo-2-phenyl-3,4-dihydro-quinazolin-8-yl)ethyl)-2-methylpropane-2-sulfonamide CN1C(=NC2=C(C=C(C=C2C1=O)C)[C@@H](C)NS(=O)(=O)C(C)(C)C)C1=CC=CC=C1